(R/S)-methanol CO